tert-butyl 4-(1-methyl-7-methylsulfanyl-2,4-dioxo-pyrimido[4,5-d]pyrimidin-3-yl)-3,4-dihydro-2H-quinoline-1-carboxylate CN1C(N(C(C=2C1=NC(=NC2)SC)=O)C2CCN(C1=CC=CC=C21)C(=O)OC(C)(C)C)=O